4-(pyrrolidin-1-yl)benzohydrazide hydrochloride Cl.N1(CCCC1)C1=CC=C(C(=O)NN)C=C1